3'-O-(4,4-dimethoxytrityl)-2'-O-[(tert-butyl)dimethylsilyl]uridine COC1(CC=C(C(C2=CC=CC=C2)(C2=CC=CC=C2)O[C@H]2[C@H]([C@@H](O[C@@H]2CO)N2C(=O)NC(=O)C=C2)O[Si](C)(C)C(C)(C)C)C=C1)OC